C(C)OC1=CC(=NC(=C1)S(=O)(=O)C)NC1=CC(=NC=C1C1=NN(C=C1)CC)NC(C)=O N-(4-((4-ethoxy-6-(methylsulfonyl)pyridin-2-yl)amino)-5-(1-ethyl-1H-pyrazol-3-yl)pyridin-2-yl)acetamide